C(C)(C)(C)OC(=O)N1C[C@@H]([C@@H](C1)O)F.COC=1C=CC(=C2CN(C(C12)=O)CC(C(=O)N)=C)C=1C=C2C(=NNC2=CC1)C=1SC=CC1 2-[[7-methoxy-1-oxo-4-[3-(2-thienyl)-1H-indazol-5-yl]isoindolin-2-yl]methyl]prop-2-enamide tert-Butyl-(3S,4R)-3-fluoro-4-hydroxypyrrolidine-1-carboxylate